7-(6-(difluoromethyl)-3-(1-(((1S,3S)-3-fluorocyclopentyl)methyl)-1H-pyrazol-4-yl)pyridin-2-yl)-3-methoxycinnoline FC(C1=CC=C(C(=N1)C1=CC=C2C=C(N=NC2=C1)OC)C=1C=NN(C1)C[C@@H]1C[C@H](CC1)F)F